cyclohex-3-yl 2,2-dimethylpropionate CC(C(=O)OC1CCCCC1)(C)C